(2-((1s,4s)-4-cyanocyclohexyl)propan-2-yl)carbamic acid tert-butyl ester C(C)(C)(C)OC(NC(C)(C)C1CCC(CC1)C#N)=O